C(C)(C)(C)OC(=O)N1C(CCCC1)COC1CCNCC1 ((piperidin-4-yloxy)methyl)piperidine-1-carboxylic acid tert-butyl ester